FC(C1=C(C#N)C=CC(=C1)N1C=C(C=2[C@@H](CCCC12)O)S(=O)(=O)C(F)(F)F)F (R)-2-(difluoromethyl)-4-(4-hydroxy-3-((trifluoromethyl)sulfonyl)-4,5,6,7-tetrahydro-1H-indole-1-yl)benzonitrile